COC(=O)C1=NC(=CC2=C1CNC2=O)N2CC(CC(C2)C)C.C(CCCCCCC)P(=O)(CCCCCCCC)CC(CC(=O)C2=CC=C(C=C2)CCCCCCCC)=O 4-(dioctylphosphoryl)-1-(4-octylphenyl)butane-1,3-dione methyl-6-(3,5-dimethylpiperidin-1-yl)-1-oxo-2,3-dihydro-1H-pyrrolo[3,4-c]pyridine-4-carboxylate